2-[4-(3-acetamido-2-formylphenyl)pyrazol-1-yl]pyridine-4-carboxylic acid C(C)(=O)NC=1C(=C(C=CC1)C=1C=NN(C1)C1=NC=CC(=C1)C(=O)O)C=O